C(C)N(CC)CCN(CCOC(OC(CCCCC(=O)OCC(CCCCCC)CCCC)CCCCCC)=O)CCOC(CCCCCCC\C=C/CCCCCCCC)=O 2-butyloctyl 3-ethyl-12-hexyl-6-(2-(oleoyloxy) ethyl)-10-oxo-9,11-dioxa-3,6-diazahexadecane-16-carboxylate